C(#CCCC)C#CCCC n-pentynyl-(n-pentyne)